1-(5-oxo-1-phenylpyrrolidine-3-carbonyl)piperidine-4-carboxylic acid O=C1CC(CN1C1=CC=CC=C1)C(=O)N1CCC(CC1)C(=O)O